(S)-3-(isoquinolin-4-yl)-2-oxo-1-(6-(trifluoromethyl)pyridazin-4-yl)imidazolidine-4-carbonitrile C1=NC=C(C2=CC=CC=C12)N1C(N(C[C@H]1C#N)C1=CN=NC(=C1)C(F)(F)F)=O